tert-butyl (1-(1-(4-chloro-3-(N-(4-methoxybenzyl)methylsulfonamido)-1-methyl-1H-indazol-7-yl)-4-hydroxy-6-oxo-1,6-dihydropyrimidin-2-yl)-2-(3,5-difluorophenyl)ethyl)carbamate ClC1=C2C(=NN(C2=C(C=C1)N1C(=NC(=CC1=O)O)C(CC1=CC(=CC(=C1)F)F)NC(OC(C)(C)C)=O)C)N(S(=O)(=O)C)CC1=CC=C(C=C1)OC